2-methyl-N-(pyridin-3-yl)-5-(N-(p-tolyl)sulfamoyl)benzamide CC1=C(C(=O)NC=2C=NC=CC2)C=C(C=C1)S(NC1=CC=C(C=C1)C)(=O)=O